C(C)C1=C2C(=CC(=C1)O2)CCC 2-ethyl-6-n-propyl-1,4-phenylene ether